[CH2-]C(=O)C Racemic-Acetonide